pyrrolidinium phosphate P(=O)([O-])([O-])[O-].[NH2+]1CCCC1.[NH2+]1CCCC1.[NH2+]1CCCC1